N1CCC(CC1)NC(OC(C)(C)C)=O tert-butyl (N-(piperidin-4-yl)carbamate)